tert-butyl (S)-2-((tert-butoxycarbonyl)amino)-3-(3-(fluorosulfonyl)-4-methoxyphenyl)propanoate C(C)(C)(C)OC(=O)N[C@H](C(=O)OC(C)(C)C)CC1=CC(=C(C=C1)OC)S(=O)(=O)F